3-(6-hydroxy-3-oxo-2,3-dihydro-1H-isoindol-1-yl)-7-nitro-1H-indole-2-carbaldehyde OC1=CC=C2C(NC(C2=C1)C1=C(NC2=C(C=CC=C12)[N+](=O)[O-])C=O)=O